1-Benzyl 4-(tert-butyl) 2-(3-ethyl-4-(methoxycarbonyl)phenyl)piperazine-1,4-dicarboxylate C(C)C=1C=C(C=CC1C(=O)OC)C1N(CCN(C1)C(=O)OC(C)(C)C)C(=O)OCC1=CC=CC=C1